2-(4-(1-((2-(2,6-dioxopiperidin-3-yl)-4-fluoro-1-oxoisoindolin-5-yl)methyl)piperidin-4-yl)phenyl)-2H-indazole-7-carboxamide O=C1NC(CCC1N1C(C2=CC=C(C(=C2C1)F)CN1CCC(CC1)C1=CC=C(C=C1)N1N=C2C(=CC=CC2=C1)C(=O)N)=O)=O